(3-bromo-5-fluorophenyl)boronic acid BrC=1C=C(C=C(C1)F)B(O)O